1-propyl-2-butylpyrrolidinium cyanide salt [C-]#N.C(CC)[NH+]1C(CCC1)CCCC